2-(2-fluorophenyl)-quinolin-4(1H)-one FC1=C(C=CC=C1)C=1NC2=CC=CC=C2C(C1)=O